COC(C(=C)NC(C(=C)NC(=O)C=1N=C(SC1)C1CCN(CC1)C(=O)OC(C)(C)C)=O)=O Tert-butyl 4-(4-((3-((3-methoxy-3-oxoprop-1-en-2-yl)amino)-3-oxoprop-1-en-2-yl)carbamoyl)thiazol-2-yl)piperidine-1-carboxylate